ClC1=C(C=CC(=C1)Cl)[C@H]1[C@H](CC1)NC(C1=C(N=CC=C1)C(F)(F)F)=O N-[(1S,2S)-2-(2,4-dichloro-phenyl)cyclobutyl]-2-(trifluoromethyl)nicotinamide